ClC=1C=C(C(=NC1C12CCC(CC1)C2)C)C=2NC=1C=CN=C(C1C(C2)=O)C#N 2-(5-chloro-2-methyl-6-norbornan-1-yl-3-pyridyl)-4-oxo-1H-1,6-naphthyridine-5-carbonitrile